1-(6,7-dihydro-5H-benzo[6,7]cyclohepta[1,2-d]pyrimidin-4-yl)-N3-(3-fluoro-4-(4-(diethylamino)piperidin-1-yl)phenyl)-1H-1,2,4-triazole-3,5-diamine N1=CN=C(C2=C1C1=C(CCC2)C=CC=C1)N1N=C(N=C1N)NC1=CC(=C(C=C1)N1CCC(CC1)N(CC)CC)F